(R)-1-cyclopropyl-3-(2-fluoro-4-(trifluoromethoxy)benzyl)-1-(piperidin-3-yl)urea C1(CC1)N(C(=O)NCC1=C(C=C(C=C1)OC(F)(F)F)F)[C@H]1CNCCC1